tert-butyl (2r,4r)-4-((5-cyclopropyl-3-(2,6-dichlorophenyl) isoxazol-4-yl) methoxy)-2-methylpiperidine-1-carboxylate C1(CC1)C1=C(C(=NO1)C1=C(C=CC=C1Cl)Cl)CO[C@H]1C[C@H](N(CC1)C(=O)OC(C)(C)C)C